CN1C2=C(C=C1[Sn](C)(C)C)SC1=C2SC(=C1)[Si](C(C)C)(C(C)C)C(C)C 7-methyl-2-(triisopropylsilyl)-6-(trimethylstannyl)-7H-thieno[2',3':4,5]thieno[3,2-b]pyrrole